C(C)N1C=NC(=C1C(=O)OC)C=C Methyl 1-ethyl-4-vinyl-1H-imidazole-5-carboxylate